ClC=1C(=NC=C(C(=O)NCC=2N=NN3N=CC=C(C32)C)C1)OC(F)F 5-chloro-6-(difluoromethoxy)-N-((4-methyl[1,2,3]triazolo[1,5-b]pyridazin-3-yl)methyl)nicotinamide